2-decahydronaphthalenedimethanol C1(C(CCC2CCCCC12)CO)CO